2-chloro-3-((5-chloropyrazin-2-yl)oxy)aniline ClC1=C(N)C=CC=C1OC1=NC=C(N=C1)Cl